dipyrrolidine Iodide 2-(Trimethylsilyl)ethyl-(1R,3R,5R)-3-ethynyl-2-azabicyclo[3.1.0]hexane-2-carboxylate C[Si](CCOC(=O)N1[C@@H]2C[C@@H]2C[C@@H]1C#C)(C)C.[I-].N1CCCC1.N1CCCC1